1-(1-(3-chlorophenyl)ethyl)-3-methyl-6-nitro-3,4-dihydroquinazolin-2(1H)-one ClC=1C=C(C=CC1)C(C)N1C(N(CC2=CC(=CC=C12)[N+](=O)[O-])C)=O